4-amino-3-chloro-5-fluoro-6-(7-fluoro-1H-indol-6-yl)-2-pyridinecarboxylic acid 2-propyn-1-yl ester C(C#C)OC(=O)C1=NC(=C(C(=C1Cl)N)F)C1=CC=C2C=CNC2=C1F